[C@H]12[C@@H](CC[C@H](OC1)C2)CN2CC1(C2)CN(C1)S(=O)(=O)C=1C(=NC(=CC1)C(F)(F)F)C 2-(((1S,2R,5S)-6-oxabicyclo[3.2.1]octan-2-yl)methyl)-6-((2-methyl-6-(trifluoromethyl)pyridin-3-yl)sulfonyl)-2,6-diazaspiro[3.3]heptane